FC1(C[C@H](N(C1)C(=O)OC(C)(C)C)C(=O)OC)F (S)-1-t-butyl 2-methyl 4,4-difluoropyrrolidin-1,2-dicarboxylate